(S)-2-(4-(7-(benzothien-4-yl)-6-fluoro-2-((tetrahydro-1H-pyrrolizin-7a(5H)-yl)methoxy)quinazolin-4-yl)-1-(2-fluoroacryloyl)piperazin-2-yl)acetonitrile S1C=CC2=C1C=CC=C2C2=C(C=C1C(=NC(=NC1=C2)OCC21CCCN1CCC2)N2C[C@@H](N(CC2)C(C(=C)F)=O)CC#N)F